methyl 5-(4-chlorophenyl)-7-methyl-3-oxo-2,3-dihydro-5H-thiazolo[3,2-a]pyrimidine-6-carboxylate ClC1=CC=C(C=C1)C1C(=C(N=C2N1C(CS2)=O)C)C(=O)OC